ClC1=C2C=C(C=NC2=NC(=C1)C1=CC2=CN(N=C2C(=C1)C#N)C)N1C[C@H](N([C@H](C1)C)C(=O)OC(C)(C)C)C tert-butyl (2R,6S)-4-[5-chloro-7-(7-cyano-2-methylindazol-5-yl)-1,8-naphthyridin-3-yl]-2,6-dimethylpiperazine-1-carboxylate